ClC1=CC2=C(N=C(S2)C=2C(=C(N)C=C(C2)F)C)C=C1 3-(6-chlorobenzo[d]thiazol-2-yl)-5-fluoro-2-methylaniline